FC1=C(C=CC(=C1)C(F)(F)F)COC1CN(C1)C(=O)N1CC(CC1)C1=CN=CC(N1)=O 6-[1-[3-[[2-Fluoro-4-(trifluoromethyl)phenyl]methoxy]azetidine-1-carbonyl]pyrrolidin-3-yl]-1H-pyrazin-2-one